N-[3-[2-(difluoromethoxy)-5-methylsulfonyl-phenyl]-1-(2-oxotetrahydrofuran-3-yl)pyrazol-4-yl]pyrazolo[1,5-a]pyrimidine-3-carboxamide FC(OC1=C(C=C(C=C1)S(=O)(=O)C)C1=NN(C=C1NC(=O)C=1C=NN2C1N=CC=C2)C2C(OCC2)=O)F